(R*)-3-(6-morpholino-1H-benzo[d]imidazol-2-yl)-4-((1-(pyrimidin-2-yl)butyl)amino)-quinolin-2(1H)-one O1CCN(CC1)C=1C=CC2=C(NC(=N2)C=2C(NC3=CC=CC=C3C2N[C@H](CCC)C2=NC=CC=N2)=O)C1 |o1:25|